(E)-(4-((2-aminomethyl-3-fluoroallyl)oxy)phenyl)-(3,4-dihydroisoquinolin-2(1H)-yl)methanone trifluoroacetate FC(C(=O)O)(F)F.NC/C(/COC1=CC=C(C=C1)C(=O)N1CC2=CC=CC=C2CC1)=C\F